O=C(C=O)C1=CC=C(C=C1)N1C(CCC1)=O 2-oxo-2-(4-(2-oxopyrrolidin-1-yl)phenyl)acetaldehyde